methyl (2R)-2-(benzylamino)-3-[tert-butyl(diphenyl) silyl]oxy-propanoate C(C1=CC=CC=C1)N[C@@H](C(=O)OC)CO[Si](C1=CC=CC=C1)(C1=CC=CC=C1)C(C)(C)C